CC1(CC(=CC=2C(COC21)C2=CC=CC=C2)C(=O)NC2=NN(N=C2)C)C(=O)N 7-Methyl-N5-(2-methyl-2H-1,2,3-triazol-4-yl)-3-phenyl-2,3-dihydrobenzofuran-5,7-dicarboxamide